C(C1=CC=CC=C1)(=O)C=1C=C(C=CC1)C(C(=O)N1C=CC2=C1N=CN=C2N([C@H]2CN(CC[C@H]2C)C(CC#N)=O)C)C 3-((3R,4R)-3-((7-(2-(3-benzoylphenyl)propanoyl)-7H-pyrrolo[2,3-d]pyrimidin-4-yl)(methyl)amino)-4-methylpiperidin-1-yl)-3-oxopropanenitrile